C(C1=CC=CC=C1)N1C=NC2=C(C(=CC=C2C1=O)NO)Cl 3-benzyl-8-chloro-7-(hydroxyamino)quinazolin-4(3H)-one